COC(C(C(=O)OC)C1=C(C=CC=C1[N+](=O)[O-])Cl)=O 2-(2-chloro-6-nitrophenyl)malonic acid 1,3-dimethyl ester